(1-(2-((4-Bromophenyl)(methyl)amino)ethyl)azetidin-3-yl)methanol BrC1=CC=C(C=C1)N(CCN1CC(C1)CO)C